5-((1-(3-cyanophenyl)-3-cyclopropyl-1-((R)-1,1-dimethylethylsulfinamido)propyl)-2-fluorophenyl)-4-methoxypyrrolidine-1,2-dicarboxamide C(#N)C=1C=C(C=CC1)C(CCC1CC1)(N[S@](=O)C(C)(C)C)C=1C(=C(C=CC1)C1C(CC(N1C(=O)N)C(=O)N)OC)F